FC1=CC=C(S1)C1=CC(=C(C=C1)NC(OC(C)(C)C)=O)NC(C1=CC=C(C=C1)S1(NCCC1)=O)=O tert-butyl N-[4-(5-fluoro-2-thienyl)-2-[[4-(1-oxo-4,5-dihydro-3H-isothiazol-1-yl)benzoyl]amino]phenyl]carbamate